(3-(9-phenylcarbazol-3-yl)phenyl)boronic acid C1(=CC=CC=C1)N1C2=CC=CC=C2C=2C=C(C=CC12)C=1C=C(C=CC1)B(O)O